FC1=C2C(N(C(=NC2=CC(=C1)OCCC1CCN(CC1)C(=O)OC(C)(C)C)CSC1CCOCC1)COCC[Si](C)(C)C)=O tert-butyl 4-(2-((5-fluoro-4-oxo-2-(((tetrahydro-2H-pyran-4-yl)thio)methyl)-3-((2-(trimethylsilyl)ethoxy)methyl)-3,4-dihydroquinazolin-7-yl)oxy)ethyl)piperidine-1-carboxylate